C1(CC1)S(=O)(=O)N[C@@H]1[C@@H](N(C[C@@H]1F)C(=O)N(C)C)CC=1C(=C(C=CC1)C1=CC(=CC=C1)F)F (2S,3R,4S)-3-[(cyclopropanesulfonyl)-amino]-2-[(2,3'-difluoro[1,1'-biphenyl]-3-yl)methyl]-4-fluoro-N,N-dimethyl-pyrrolidine-1-carboxamide